((2S,3S,4S)-1-acetyl-2-ethyl-6-(4-(hex-5-enamido)phenyl)-3-methyl-1,2,3,4-tetrahydroquinolin-4-yl)carbamate C(C)(=O)N1[C@H]([C@H]([C@@H](C2=CC(=CC=C12)C1=CC=C(C=C1)NC(CCCC=C)=O)NC([O-])=O)C)CC